O1COC=2C1=CC=1C=NCC1C2 5H-[1,3]Dioxolo[4,5-f]Isoindol